CC=1N=C(SC1C(=O)OC(C)(C)C)NC(=O)N1C[C@@H](CC1)NC1=NC=CC2=CC=C(C=C12)C1=NOC(=N1)C tert-Butyl 4-methyl-2-[[(3R)-3-[[7-(5-methyl-1,2,4-oxadiazol-3-yl)-1-isoquinolyl]amino]pyrrolidine-1-carbonyl]amino]thiazole-5-carboxylate